2,5-di-propylphenol C(CC)C1=C(C=C(C=C1)CCC)O